CC1=[N+](C=CC(=C1)[N+](=O)[O-])[O-] 2-methyl-4-nitropyridine N-oxide